tert-butyl ((2',6-difluoro-3'-nitro-[1,1'-biphenyl]-2-yl)methyl)(methyl)carbamate FC1=C(C=CC=C1[N+](=O)[O-])C1=C(C=CC=C1F)CN(C(OC(C)(C)C)=O)C